diacetyl-[1,3-bis(diphenylphosphino)propane] palladium (II) [Pd+2].C(C)(=O)C(CP(C1=CC=CC=C1)C1=CC=CC=C1)(CP(C1=CC=CC=C1)C1=CC=CC=C1)C(C)=O